molybdenum-iron [Fe].[Mo]